chloromethyl-2,4-dimethylbenzoic acid ClCC=1C(=C(C(=O)O)C=CC1C)C